CCCCC/C=C\\C/C=C\\C/C=C\\C/C=C\\CCCCCC(=O)O[C@H]1CC[C@@]2([C@H]3CC[C@]4([C@H]([C@@H]3CC=C2C1)CC[C@@H]4[C@H](C)CCCC(C)C)C)C The molecule is a cholesteryl ester resulting from the formal condensation of the carboxy group of all-cis-docosa-7,10,13,16-tetraenoic acid (adrenic acid) with the hydroxy group of cholesterol. It is a cholesteryl ester and a polyunsaturated fatty ester. It derives from an all-cis-docosa-7,10,13,16-tetraenoic acid.